C(CCCCC(=O)O)(=O)O.[N+](=O)([O-])C1=C(C=CC=C1)N1C(=CC=C1)C=CC=NN\C(=N\[H])\N (E)-N-[1-(2-nitrophenyl)-1H-pyrrol-2-yl-allylidenamino]-guanidine adipate